6-fluoro-5-(5-((1-(trifluoromethyl)cyclopropyl)ethynyl)-3,4-dihydroquinolin-1(2H)-yl)-[1,2,4]triazolo[4,3-a]quinazolin-1-amine FC1=C2C(=NC=3N(C2=CC=C1)C(=NN3)N)N3CCCC1=C(C=CC=C31)C#CC3(CC3)C(F)(F)F